1-(4-((5-(3-methyl-[1,2,4]triazolo[4,3-a]pyridin-6-yl)-7H-pyrrolo[2,3-d]pyrimidin-2-yl)amino)piperidin-1-yl)ethan-1-one CC1=NN=C2N1C=C(C=C2)C2=CNC=1N=C(N=CC12)NC1CCN(CC1)C(C)=O